1,2,4-thiadiazolone S1(N=CN=C1)=O